4-chloro-2,2-dimethyl-2H-benzo[e][1,3]thiazine ClC1=NC(SC2=C1C=CC=C2)(C)C